2-diazo-3-oxo-2,3-dihydrospiro[indene-1,9'-xanthene] [N+](=[N-])=C1C(C2=CC=CC=C2C12C1=CC=CC=C1OC=1C=CC=CC21)=O